C1(CC1)C=1N=NN(C1)[C@H](C(=O)N1[C@@H](C[C@H](C1)O)C(=O)NC1(CC1)C(NC1=CC=C(C=C1)F)=O)C(C)(C)C (2S,4r)-1-[(2S)-2-(4-cyclopropyl-triazol-1-yl)-3,3-dimethyl-butyryl]-N-[1-[(4-fluorophenyl)carbamoyl]cyclopropyl]-4-hydroxy-pyrrolidine-2-carboxamide